CC=1C=C2CC(OC(C2=CC1)=O)CC(=O)O 2-(6-Methyl-1-oxoisochroman-3-yl)acetic acid